BrC=1C=C2C(=C(C=NC2=CC1F)Cl)O 6-bromo-3-chloro-7-fluoroquinolin-4-ol